2-(6-(2,6-difluoro-3,5-dimethoxyphenyl)-4,5,6,7-tetrahydro-1H-indazol-3-yl)aniline tert-butyl-2-[1-(5-bromo-2-pyridyl)-4-piperidyl]acetate C(C)(C)(C)OC(CC1CCN(CC1)C1=NC=C(C=C1)Br)=O.FC1=C(C(=C(C=C1OC)OC)F)C1CCC=2C(=NNC2C1)C1=C(N)C=CC=C1